mannosyl glycerate C(C(O)CO)(=O)OC1[C@@H](O)[C@@H](O)[C@H](O)[C@H](O1)CO